C1(=CC=CC=C1)C=1C=C2C=NN(C2=C(C1)C(=O)N[C@@H](C)C1CCC(CC1)C(=O)O)CC1=CC(=CC=C1)C(F)(F)F (1S,4r)-4-((S)-1-(5-phenyl-1-(3-(trifluoromethyl)benzyl)-1H-indazole-7-carboxamido)ethyl)cyclohexane-1-carboxylic acid